C([C@@H]1[C@H]([C@@H]([C@H]([C@H](O1)O[C@@H]2[C@@H]([C@H](O[C@@H]([C@H]2OP(=O)(O)O)[C@H](CO[C@@H]3[C@H]([C@H]([C@@H]([C@H](O3)[C@H](CO)O)O)O)O)O)O)O)O)O)O)O The molecule is a trisaccharide derivative and oligosaccharide phosphate comprised of one alpha-D-glucopyranosyl and two L-glycero-alpha-D-manno-heptopyranosyl residues. The sequence is present in enterobacterial lipopolysaccharide from all E. coli, Salmonella and Shigella. It is an oligosaccharide phosphate and a trisaccharide derivative.